(R)-1-(pyridin-2-ylmethyl)-N-(4-(pyridin-3-yloxy)phenyl)pyrrolidine-2-carboxamide N1=C(C=CC=C1)CN1[C@H](CCC1)C(=O)NC1=CC=C(C=C1)OC=1C=NC=CC1